FC=1C=C(CN(C(=O)NC2=CC(=CC=C2)C(F)(F)F)C2CCN(CC2)CCC)C=C(C1)C(F)(F)F 1-(3-FLUORO-5-(TRIFLUOROMETHYL)BENZYL)-1-(1-PROPYLPIPERIDIN-4-YL)-3-(3-(TRIFLUOROMETHYL)PHENYL)UREA